[C@@H]12[C@H]([C@@H](C[C@@H](C1(C)C)C2)N)C (1R,2R,3R,5S)-3-pinaneamine